(E)-5,5-dimethyl-2-[6-(4H-1,2,4-triazol-4-yl)-2-pyridylcarbonylamino]-3-hexenoic acid CC(/C=C/C(C(=O)O)NC(=O)C1=NC(=CC=C1)N1C=NN=C1)(C)C